C[C@H]1OCOC1 (R)-4-methyl-1,3-dioxolane